C(C)CC(C(=O)C1=CC=C(C=C1)C(C)(C)C)(C)O ethyl-2-hydroxy-2-methyl-1-[4-(tert-butyl)phenyl]-1-propanone